OC(=O)C(F)(F)F.COC1=C(OC2CCN(CC2)CC2CCNCC2)C=CC(=C1)B1OC(C(O1)(C)C)(C)C 4-(2-methoxy-4-(4,4,5,5-tetramethyl-1,3,2-dioxaborolan-2-yl)phenoxy)-1-(piperidin-4-ylmethyl)piperidine TFA salt